FC1=C(C=C(C=C1)CSC=1N=CC2=C(N1)C(=CN2C)N2CC(OC(C2)(F)F)(F)F)CC(=O)O 2-(2-fluoro-5-(((5-methyl-7-(2,2,6,6-tetrafluoromorpholino)-5H-pyrrolo[3,2-d]pyrimidin-2-yl)thio)methyl)phenyl)acetic acid